COC1=C(C=NC=C1)N(C1CCC(CC1)C=1C=CC(=NC1)C#N)C1=CC=C(C=C1)C(F)(F)F 5-{4-[(4-methoxy-3-pyridyl)[p-(trifluoromethyl)phenyl]amino]cyclohexyl}-2-pyridinecarbonitrile